L-2-methyl-2,3-dihydrobenzaldehyde CC1C(C=O)=CC=CC1